C(C)(C)(C)C=1C(=NC(=C(C(=O)N)C1)N1CCC(CC1)(F)F)C 5-(tert-butyl)-2-(4,4-difluoropiperidin-1-yl)-6-methylnicotinamide